6-bromo-1-methyl-2,3-dioxoindoline-5-carboxylic acid methyl ester COC(=O)C=1C=C2C(C(N(C2=CC1Br)C)=O)=O